CC1(CC(C1)=O)C(=O)O 1-methyl-3-oxo-cyclobutanecarboxylic acid